5-methyl-1,3-benzenedimethaneamine CC=1C=C(C=C(C1)CN)CN